ethylenebis-arachidic acid amide C(CCCCCCCCCCCCCCCCCCCCC(=O)N)CCCCCCCCCCCCCCCCCCCC(=O)N